C1(CC1)C1=CC(=CC(=N1)C=1OC2=C(N1)C=C(C(=C2C)F)CO)C2=C(C=C(C=C2)F)C2=NN=CN2C (2-{6-cyclopropyl-4-[4-fluoro-2-(4-methyl-1,2,4-triazol-3-yl)phenyl]Pyridin-2-yl}-6-fluoro-7-methyl-1,3-benzooxazol-5-yl)methanol